NC(COC1=CC=C2C(=C(C(N(C2=C1)C)=O)C(=O)N)N1CCC(CC1)C=1OC2=C(N1)C=C(C=C2)C)=O 7-(2-amino-2-oxoethoxy)-1-methyl-4-[4-(5-methyl-1,3-benzoxazol-2-yl)piperidin-1-yl]-2-oxo-1,2-dihydroquinoline-3-carboxamide